FC1CN(C1)CC=1C=NC=NC1 5-((3-fluoroazetidin-1-yl)methyl)pyrimidin